N[C@@H]1CC[C@@H](CC[C@@H]1F)C1=C(C=NN1C)NC(=O)C=1N=C(SC1)C1=C(C=CC=C1)F N-(5-((2s,5r,6s)-5-amino-6-fluorocycloheptan-2-yl)-1-methyl-1H-pyrazol-4-yl)-2-(2-fluorophenyl)thiazole-4-carboxamide